3-(piperidin-2-yl)isoxazol-5-yl-6-(1H-pyrazol-4-yl)quinolin-4-amine N1C(CCCC1)C1=NOC(=C1)C1=NC2=CC=C(C=C2C(=C1)N)C=1C=NNC1